C(C)OC[C@@H](C)N (R)-1-ethoxypropan-2-amine